C(CC)(=O)OC1=NC=NC=C1 pyrimidin-4-yl propanoate